N-(1,3-benzodioxol-5-yl)-N-methyl-2-[3-methyl-5-(trifluoromethyl)pyrazol-1-yl]pyridine-4-carboxamide O1COC2=C1C=CC(=C2)N(C(=O)C2=CC(=NC=C2)N2N=C(C=C2C(F)(F)F)C)C